ClC=1C=C(CN[C@H](CO)C(=O)O)C=CC1OCC=1C(=C(C=CC1)C1=C(C(=CC=C1)C1=NOC(=N1)CO)C)C (3-chloro-4-((3'-(5-(hydroxymethyl)-1,2,4-oxadiazol-3-yl)-2,2'-dimethyl-[1,1'-biphenyl]-3-yl)methoxy)benzyl)-D-serine